FC1(CN(C1)C(=O)C1(CCOCC1)C1=C(C2=C(N(C(=N2)[C@@H](NC(OCC2=CC=CC=C2)=O)C2CCC(CC2)(F)F)COCC[Si](C)(C)C)C=C1)F)F benzyl N-[(S)-{5-[4-(3,3-difluoroazetidine-1-carbonyl)tetrahydropyran-4-yl]-4-fluoro-1-(2-trimethylsilylethoxymethyl)benzimidazol-2-yl} (4,4-difluorocyclohexyl)-methyl]carbamate